4-(3-bromo-1,2,4-thiadiazol-5-yl)-3,6-dihydro-2H-pyridine-1-carboxylic acid tert-butyl ester C(C)(C)(C)OC(=O)N1CCC(=CC1)C1=NC(=NS1)Br